6-(4,4-dimethyl-5-oxo-5-(4-(5-(trifluoromethyl)pyrimidin-2-yl)piperazin-1-yl)pentyl)-4-(trifluoromethyl)pyridazin-3(2H)-one CC(CCCC=1C=C(C(NN1)=O)C(F)(F)F)(C(N1CCN(CC1)C1=NC=C(C=N1)C(F)(F)F)=O)C